O1C=NCCCC1 4,5,6,7-tetrahydro-1,3-oxaazepin